C(C(C)C)C1CC=C(C(=C1)C)CCC=O 3-(4-Isobutyl-6-methyl-cyclohex-1,5-dien-1-yl)propanal